1-((7-Chloro-1-oxo-1,2-dihydroisoquinolin-5-yl)sulfonyl)indoline-6-carbonitrile ClC1=CC(=C2C=CNC(C2=C1)=O)S(=O)(=O)N1CCC2=CC=C(C=C12)C#N